O1CCC2(CC1)CNC1=CC=C(C=C12)C1=CC=C(C=C1)S(=O)(=O)N1CCC(CC1)C=1C(=NC=C(C1)C(F)(F)F)N (1-((4-(2',3',5',6'-tetrahydrospiro[indoline-3,4'-pyran]-5-yl)phenyl)sulfonyl)piperidin-4-yl)-5-(trifluoromethyl)pyridin-2-amine